(E)-((3,7-dimethylocta-2,6-dien-1-yl)sulfonyl)benzene C\C(=C/CS(=O)(=O)C1=CC=CC=C1)\CCC=C(C)C